22-amino-16-fluoro-5,10-dimethyl-20-oxa-9-thia-4,5,11,23-tetraazapentacyclo[19.3.1.02,6.08,12.013,18]pentacosa-1(24),2(6),3,8(12),10,13,15,17,21(25),22-decaene-3-carbonitrile NC=1C=2OCC3=CC(=CC=C3C=3N=C(SC3CC=3N(N=C(C3C(=CN1)C2)C#N)C)C)F